C(C)C=1C=2C=C(C=CC2N=C2C3=CC=4[C@@](C(OCC4C(N3CC12)=O)=O)(O)CC)\C=C\C(C1=CC=CC=C1)=O (19S)-10,19-Diethyl-19-hydroxy-7-[(E)-3-oxo-3-phenylprop-1-enyl]-17-oxa-3,13-diazapentacyclo[11.8.0.02,11.04,9.015,20]henicosa-1(21),2,4(9),5,7,10,15(20)-heptaene-14,18-dione